[N+](=O)([O-])C1=CC=C(OCC2=CC=C(COCNC(CNC([O-])=O)=O)C=C2)C=C1 (2-((((4-((4-nitrophenoxy)methyl)benzyl)oxy)methyl)amino)-2-oxoethyl)carbamate